CN(C1=CC=C(C=C1)C=1OC(=NN1)C1=CC=CC=C1)C N,N-dimethyl-4-(5-phenyl-1,3,4-oxadiazol-2-yl)aniline